C(C)[C@@]1(N(CCNC1)C1=NN(C(=C1I)C)C1CC2(CN(C2)C(=O)OC(C)(C)C)C1)C Tert-butyl (S)-6-(3-(2-ethyl-2-methylpiperazin-1-yl)-4-iodo-5-methyl-1H-pyrazol-1-yl)-2-azaspiro[3.3]heptane-2-carboxylate